N-tert-butoxycarbonyl-O-methyl-L-Tyrosine methyl ester COC([C@@H](NC(=O)OC(C)(C)C)CC1=CC=C(C=C1)OC)=O